FC=1C=CC(=NC1)NC1=CC2=C(C=N1)C(NN2C2=CC(=CC=C2)OC(F)(F)F)=O 6-((5-fluoropyridin-2-yl)amino)-1-(3-(trifluoromethoxy)phenyl)-1,2-dihydro-3H-pyrazolo[4,3-c]pyridin-3-one